3-{4-[cis-4-amino-3-hydroxypiperidin-1-yl]-3-(3-fluoro-5-methoxyphenyl)quinolin-6-yl}-4,5-difluoro-2-hydroxybenzonitrile N[C@@H]1[C@@H](CN(CC1)C1=C(C=NC2=CC=C(C=C12)C=1C(=C(C#N)C=C(C1F)F)O)C1=CC(=CC(=C1)OC)F)O